3-(5-acrylamidonaphthalen-1-yl)-N-(4-(dimethylamino)phenyl)-7-(1H-pyrrole-2-carbonyl)-5,6,7,8-tetrahydroimidazo[1,5-a]Pyrazine-1-carboxamide C(C=C)(=O)NC1=C2C=CC=C(C2=CC=C1)C1=NC(=C2N1CCN(C2)C(=O)C=2NC=CC2)C(=O)NC2=CC=C(C=C2)N(C)C